2-(3,4-dimethoxyphenyl)-3-ethyl-6-methyl-5-(piperidin-4-yl)-1H-indole HCl Cl.COC=1C=C(C=CC1OC)C=1NC2=CC(=C(C=C2C1CC)C1CCNCC1)C